tetraethoxycaprylate C(C)OC(C(C(=O)[O-])(OCC)OCC)(CCCCC)OCC